BrC=1C(=C(C(NC1)=O)C#N)C 5-bromo-4-methyl-2-oxo-1,2-dihydropyridine-3-carbonitrile